C(C)(C)(C)OC(=O)N1CCC=2C1=CN=CC2C=2N=C(C1=CN=C(C=C1C2)NC(=O)[C@H]2[C@H](C2)F)N 4-(1-amino-6-((1S,2S)-2-fluorocyclopropanecarboxamido)-2,7-naphthyridine-3-Yl)-2,3-dihydropyrrolo[2,3-c]Pyridine-1-carboxylic acid tert-butyl ester